O1C(OCC1)CC1CCC(CC1)N 4-((1,3-dioxolan-2-yl)methyl)cyclohexane-1-amine